FC=1C=C(C=CC1)C=1NC2=C(C=C(C=C2C1)COCCOC)[N+](=O)[O-] 2-(3-fluorophenyl)-5-(2-methoxyethoxymethyl)-7-nitro-1H-indole